(cyclopentadienyl)(fluorenyl)zirconium dichloride [Cl-].[Cl-].C1(C=CC=C1)[Zr+2]C1=CC=CC=2C3=CC=CC=C3CC12